N1(CCNCC1)C=1C(=NC=CC1)C(=O)O (piperazin-1-yl)picolinic acid